C1(CC1)C1=NC=NC(=C1C=1N=CC2=C(N1)N(C(=C2)C2=NNC=C2)CC2=CC=C(C=C2)C=2N(C=C(N2)C(F)(F)F)C(C)C)OC 2-(4-cyclopropyl-6-methoxypyrimidin-5-yl)-7-(4-(1-isopropyl-4-(trifluoromethyl)-1H-imidazol-2-yl)benzyl)-6-(1H-pyrazol-3-yl)-7H-pyrrolo[2,3-d]pyrimidine